CC(C)(C)[Si](F)(F)F (1,1-dimethylethyl)trifluorosilane